tert-butyl (3S,4R)-3-fluoro-4-[(2-{3-[(4-methanesulfonyl-2-methoxyphenyl)amino]prop-1-yn-1-yl}-3-[(trifluoromethyl)sulfanyl]imidazo[1,2-a]pyridin-8-yl)amino]piperidine-1-carboxylate F[C@H]1CN(CC[C@H]1NC=1C=2N(C=CC1)C(=C(N2)C#CCNC2=C(C=C(C=C2)S(=O)(=O)C)OC)SC(F)(F)F)C(=O)OC(C)(C)C